C(CCCCCCCCCCCCCCC)(=O)OCCOC(CCCCCCCCCCCCCCC)=O Ethylene glycol dipalmitate